N=1C=NN2C1C=C(C=C2)OC2=CC(=C(C=C2)NC=2C1=C(N=CN2)C=C(C(=N1)N1C[C@H](N(CC1)C(=O)OC(C)(C)C)CO)Br)F tert-butyl (S)-4-(4-((4-([1,2,4]triazolo[1,5-a]pyridin-7-yloxy)-2-fluorophenyl)amino)-7-bromopyrido[3,2-d]pyrimidin-6-yl)-2-(hydroxymethyl)piperazine-1-carboxylate